C(#N)C=1C(=NC(=CC1C1=CC=C(C=C1)OC)C=1SC=CC1)SC(C(=O)O)CC 2-((3-cyano-4-(4-methoxyphenyl)-6-(thiophen-2-yl)pyridin-2-yl)thio)butanoic acid